(R*)-(3-amino-6-ethyl-4,5,6,7-tetrahydro-pyrazolo[3,4-c]pyridin-2-yl)(8-methyl-1,2,3,4-tetrahydro-quinolin-4-yl)methanone NC=1N(N=C2CN(CCC21)CC)C(=O)[C@@H]2CCNC1=C(C=CC=C21)C |o1:14|